di-tert-butyl-(S)-2-(5-bromo-3-methyl-2-oxo-2,3-dihydro-1H-benzo[d]imidazol-1-yl)pentanedioic acid C(C)(C)(C)C([C@](C(=O)O)(N1C(N(C2=C1C=CC(=C2)Br)C)=O)C(C)(C)C)CC(=O)O